CN(CCCNC(OC1=CC=C(C=C1)C1=C(C=C2C(=N1)N(N=C2NC(C2=CN=CC=C2)=O)CCCCCCC)Br)=O)C 4-(5-bromo-1-heptyl-3-(nicotinamido)-1H-pyrazolo[3,4-b]pyridin-6-yl)phenyl (3-(dimethylamino)propyl)carbamate